6-Oxo-1-propyl-8-[6-(3-trifluoromethyl-benzyl)-pyridin-3-yl]-6,7-dihydro-1H-purine-2-carbonitrile O=C1C=2NC(=NC2N=C(N1CCC)C#N)C=1C=NC(=CC1)CC1=CC(=CC=C1)C(F)(F)F